tert-butyl (R)-3-((5-(5-(methoxy(methyl)carbamoyl)oxazol-2-yl)-1-((2-(trimethylsilyl) ethoxy)methyl)-1H-pyrrolo[2,3-b]pyridin-4-yl)amino)piperidine-1-carboxylate CON(C(=O)C1=CN=C(O1)C=1C(=C2C(=NC1)N(C=C2)COCC[Si](C)(C)C)N[C@H]2CN(CCC2)C(=O)OC(C)(C)C)C